COC(CCN1C[C@H](CCC1)C1CCN(CC1)C(=O)OC(C)(C)C)=O tert-butyl (R)-1-(3-methoxy-3-oxopropyl)-[3,4'-bipiperidine]-1'-carboxylate